CN1N=C(C=2C1=NC(=C(C2)C2=NOC=CC=N2)OCC2=CC(=CC=C2)C)C 3-(1,3-dimethyl-6-{[(3-methylphenyl)methyl]oxy}pyrazolo[3,4-b]pyridin-5-yl)-1,2,4-oxadiazepine